Diethyl (2-(piperidin-4-yl)ethyl)phosphonate N1CCC(CC1)CCP(OCC)(OCC)=O